BrC1=NC=CC=C1C=COC 2-bromo-3-(2-methoxyvinyl)pyridine